4-(2-(4-chlorophenyl)-5-fluorobenzo[b]thiophen-3-yl)-5-hydroxy-2,6-dimethylpyridazin-3(2H)-one ClC1=CC=C(C=C1)C1=C(C2=C(S1)C=CC(=C2)F)C=2C(N(N=C(C2O)C)C)=O